tert-butyl 5,6-dimethyl-2-(4,4,5,5-tetramethyl-1,3,2-dioxaborolan-2-yl)-1H-indole-1-carboxylate CC=1C=C2C=C(N(C2=CC1C)C(=O)OC(C)(C)C)B1OC(C(O1)(C)C)(C)C